C1(=CC=CC=C1)C1=NOC(C1)C(C)O 3-Phenyl-5-(1-hydroxyethyl)-4H-isoxazol